FC1=C(C(=C(C=C1OC)OC)F)C1=CC2=C(N=C(N=C2)SC)C(=N1)NC1CN(CC1)C 6-(2,6-difluoro-3,5-dimethoxyphenyl)-N-(1-methylpyrrolidin-3-yl)-2-(methylthio)pyrido[3,4-d]pyrimidine-8-amine